Cl.FC(C=1C=NC(=NC1)N1CC2NC(C1)C2)(F)F 3-(5-(trifluoromethyl)pyrimidin-2-yl)-3,6-diazabicyclo(3.1.1)heptane Hydrochloride